NC1=CC(=NO1)[C@@H]1C[C@@H](CC1)NC(OC(C)(C)C)=O tert-butyl ((1R,3S)-3-(5-aminoisoxazol-3-yl)cyclopentyl)carbamate